O[C@H]1N(CC[C@@]23CC[C@@H](C[C@H]12)O3)C(=O)OCC=C |&1:1| rac-allyl (4aS,7S,8aS)-1-hydroxyoctahydro-2H-4a,7-epoxy-isoquinoline-2-carboxylate